C1(C=CC=C1)[Ti](C1=C(C(=CC=C1F)N(CCCC)C(=O)C1=CC=C(C=C1)C)F)(C1=C(C(=CC=C1F)N(CCCC)C(=O)C1=CC=C(C=C1)C)F)C1C=CC=C1 Bis(cyclopentadienyl)bis[2,6-difluoro-3-(N-butyl-(4-toluoyl)amino)phenyl]titanium